(R)-3-(4-amino-6-((2,2-difluoroethyl)(methyl)amino)pyrido[3,4-d]pyrimidin-8-yl)-2,4-dimethylphenol NC=1C2=C(N=CN1)C(=NC(=C2)N(C)CC(F)F)C=2C(=C(C=CC2C)O)C